N-[2-(trimethylsilyl)ethoxy]methylamine C[Si](CCONC)(C)C